ethyl-5-(2-(6-(trifluoromethyl)pyridin-3-yl)phenyl)pyridin-2-amine C(C)C=1C(=NC=C(C1)C1=C(C=CC=C1)C=1C=NC(=CC1)C(F)(F)F)N